(R)-2,2-difluoro-2-(2-fluoro-3-(1-((2-methyl-6-(oxetan-3-ylamino)-8,9-dihydro-7H-cyclopenta[h]quinazolin-4-yl)amino)ethyl)phenyl)ethan-1-ol FC(CO)(C1=C(C(=CC=C1)[C@@H](C)NC1=NC(=NC2=C3C(=C(C=C12)NC1COC1)CCC3)C)F)F